4-(4,4,5,5-tetramethyl-1,3,2-dioxaborolan-2-yl)thiophene-2-carboxamide CC1(OB(OC1(C)C)C=1C=C(SC1)C(=O)N)C